5-methyl-7-{5-oxa-2-azaspiro[3.5]nonan-2-yl}-4-oxo-1-(1,2,4-thiadiazol-5-yl)-1,4-dihydro-1,8-naphthyridine-3-carboxylic acid CC1=C2C(C(=CN(C2=NC(=C1)N1CC2(C1)OCCCC2)C2=NC=NS2)C(=O)O)=O